amino(silicon) N[Si]